4-[5-(2-aminoethyl)pyridin-2-yl]-3-(2-methyl-6-piperidin-1-ylpyrimidin-4-yl)sulfanylbenzonitrile NCCC=1C=CC(=NC1)C1=C(C=C(C#N)C=C1)SC1=NC(=NC(=C1)N1CCCCC1)C